C1=CC=C2N1C1=CC=CC=C1NC2C=2C(=NC=CC2)N2CCN(CC2)C(=O)N2CC(C2)O (4-(3-(4,5-Dihydropyrrolo[1,2-a]quinoxalin-4-yl)pyridin-2-yl)piperazin-1-yl)(3-hydroxyazetidin-1-yl)methanone